OCCC1=CC(=C(C=C1)COC1=C(C=C(C=C1)C1C=2C(NC(C1)=O)=NNC2)OC)C(F)(F)F 4-(4-{[4-(2-Hydroxyethyl)-2-(trifluoromethyl)phenyl]methoxy}-3-methoxyphenyl)-2H,4H,5H,6H,7H-pyrazolo[3,4-b]pyridin-6-one